FC1=CC=C(C=C1)C(N1CCN(CC1)C1=C(C(N(C2=CC=C(N=C12)C)C)=O)C#N)C=1C(=NC=CC1)OC 4-{4-[(4-Fluorophenyl)(2-methoxypyridin-3-yl)methyl]piperazin-1-yl}-1,6-dimethyl-2-oxo-1,2-dihydro-1,5-naphthyridin-3-carbonitril